(2r,6s)-4-[8-({2,8-dimethylimidazo[1,2-a]pyrazin-6-yl}carbamoyl)cinnolin-5-yl]-2,6-dimethylpiperazine-1-carboxylic acid tert-butyl ester C(C)(C)(C)OC(=O)N1[C@@H](CN(C[C@@H]1C)C1=C2C=CN=NC2=C(C=C1)C(NC=1N=C(C=2N(C1)C=C(N2)C)C)=O)C